2-(2,6-dioxopiperidin-3-yl)-5-((S)-3-((piperidin-4-ylmethyl)amino)piperidin-1-yl)isoindoline-1,3-dione O=C1NC(CCC1N1C(C2=CC=C(C=C2C1=O)N1C[C@H](CCC1)NCC1CCNCC1)=O)=O